5-chloro-3-methylfuran ClC1=CC(=CO1)C